3-(3-((3-(3-(((4-Chloro-3-(trifluoromethyl)benzyl)amino)methyl)pentan-3-yl)phenyl)amino)-2,5-dioxo-2,5-dihydro-1H-pyrrol-1-yl)piperidine-2,6-dione ClC1=C(C=C(CNCC(CC)(CC)C=2C=C(C=CC2)NC=2C(N(C(C2)=O)C2C(NC(CC2)=O)=O)=O)C=C1)C(F)(F)F